FC=1C=2N(C=C(C1)NC(=O)C=1C=3N=CC=NC3C(=CC1)N(C1CNCC1)C)C=C(N2)C N-(8-fluoro-2-methylimidazo[1,2-a]pyridin-6-yl)-8-(methyl(pyrrolidin-3-yl)amino)quinoxaline-5-carboxamide